[O-2].[Sc+3].[O-2].[O-2].[Sc+3] Scandium oxid